O=C1NC(CCC1N1C(C2=CC=CC(=C2C1=O)N[C@H]1CC[C@H](CC1)C(=O)O)=O)=O (cis)-4-{[2-(2,6-dioxopiperidin-3-yl)-1,3-dioxo-2,3-dihydro-1H-isoindol-4-yl]amino}cyclohexane-1-carboxylic acid